FC1=C(C=CC=C1C)C(=O)N1CCCCC1 1-[(2-fluoro-3-methylphenyl)carbonyl]piperidin